C1=NC=CC=2C(=CC=CC12)S(=O)(=O)NCC1N(C(CC1)C1=CC=C(C=C1)C=1C=NC=CC1)C(=O)[O-] 2-((isoquinoline-5-sulfonamido)methyl)-5-(4-(pyridin-3-yl)phenyl)pyrrolidine-1-carboxylate